FC1=CC=C(C=C1)C1CN(CCO1)C(=O)OC(C)(C)C Tert-butyl 2-(4-fluorophenyl)morpholin-4-carboxylate